CC1(OB(OC1(C)C)C=1C=NN(C1)C1CN(CCC1)CCOCC(=O)OC(C)(C)C)C tert-butyl 2-(2-{3-[4-(4,4,5,5-tetramethyl-1,3,2-dioxaborolan-2-yl)-1H-pyrazol-1-yl]piperidin-1-yl}ethoxy)acetate